2-((3R)-3-((6-(1-(1-ethoxyethyl)-1H-pyrazol-4-yl)-5-isopropyl-[1,2,4]triazolo[1,5-a]pyridin-2-yl)amino)piperidin-1-yl)benzo[d]thiazol-5-amine C(C)OC(C)N1N=CC(=C1)C=1C=CC=2N(C1C(C)C)N=C(N2)N[C@H]2CN(CCC2)C=2SC1=C(N2)C=C(C=C1)N